2-(4-[[3-isopropyl-1-(4-methylbenzenesulfonyl)indol-5-yl]methyl]-3,5-dimethylphenyl)-3,5-dioxo-4H-1,2,4-triazine-6-carbonitrile C(C)(C)C1=CN(C2=CC=C(C=C12)CC1=C(C=C(C=C1C)N1N=C(C(NC1=O)=O)C#N)C)S(=O)(=O)C1=CC=C(C=C1)C